cetylmethylethylene C(CCCCCCCCCCCCCCC)CC=C